C1OCC12CCN(CC2)C2=NC=CC(=N2)COC2=CC=C(C=C2)C(C)(C)C2=CC=C(OC1CC(C1)NC=1C=C3C(N(C(C3=CC1)=O)C1C(NC(CC1)=O)=O)=O)C=C2 5-(((1s,3s)-3-(4-(2-(4-((2-(2-oxa-7-azaspiro[3.5]non-7-yl)Pyrimidin-4-yl)methoxy)phenyl)propan-2-yl)phenoxy)cyclobutyl)amino)-2-(2,6-dioxopiperidin-3-yl)isoindoline-1,3-dione